ClC=1C=CC=C2C=CC=C(C12)C1CC=2N=C(N=C(C2CO1)N1C[C@@H](N(CC1)C(C(=C)F)=O)CC#N)OCC12CCCN2CCC1 2-((2S)-4-(7-(8-chloronaphthalen-1-yl)-2-((tetrahydro-1H-pyrrolizin-7a(5H)-yl)methoxy)-7,8-dihydro-5H-pyrano[4,3-d]pyrimidin-4-yl)-1-(2-fluoroacryloyl)piperazin-2-yl)acetonitrile